(2S,4r)-1-[(2S)-2-(4-cyclopropyl-triazol-1-yl)-3,3-dimethyl-butyryl]-4-hydroxy-N-[(2-phenyl-triazol-4-yl)methyl]pyrrolidine-2-carboxamide C1(CC1)C=1N=NN(C1)[C@H](C(=O)N1[C@@H](C[C@H](C1)O)C(=O)NCC1=NN(N=C1)C1=CC=CC=C1)C(C)(C)C